C(CC)C1=CSC=2CNC[C@@H](C21)C=2C=C(C(=CC2)O)O (R)-4-(3-propyl-4,5,6,7-tetrahydrothieno[2,3-c]pyridin-4-yl)benzene-1,2-diol